phenylcyclopropanecarbonitrile C1(=CC=CC=C1)C1(CC1)C#N